bis[3-(3-glycidoxypropyl) thiopropyl] sulfide C(C1CO1)OCCCSCCCSCCCSCCCOCC1CO1